ClC1=NC=C(C(=N1)C1=CC=C2C(NC(C2=C1)=O)(C)C)Cl 6-(2,5-dichloropyrimidin-4-yl)-3,3-dimethylisoindol-1-one